CC1=NN=C(S1)OC1=CC=C(C=C1)C1=NOC(=N1)CC(C(=O)O)=C 2-((3-(4-(5-methyl-1,3,4-thiadiazol-2-yloxy)phenyl)-1,2,4-oxadiazol-5-yl)methyl)acrylic acid